2-[6-(4-triflylbenzyl)-2,6-diazaspiro[3.3]heptane-2-carbonyl]-7-oxa-2,5-diazaspiro[3.4]octan-6-one S(=O)(=O)(C(F)(F)F)C1=CC=C(CN2CC3(CN(C3)C(=O)N3CC4(C3)NC(OC4)=O)C2)C=C1